C(CCCCCCCCCCCCCCCCC)NC=O 1-N-octadecylformamide